tert-butyl 5-(6-chloropyrazin-2-yl)-1,2,3,6-tetrahydropyridine-1-carboxylate ClC1=CN=CC(=N1)C1=CCCN(C1)C(=O)OC(C)(C)C